tert-butyl 2-(4-cyano-3-(trifluoromethyl) benzoyl)-2,8-diazaspiro[4.5]decane-8-carboxylate C(#N)C1=C(C=C(C(=O)N2CC3(CC2)CCN(CC3)C(=O)OC(C)(C)C)C=C1)C(F)(F)F